hydroxyphenylpyrrolopyrimidine OC=1N=C(NC=2C1N=CC2)C2=CC=CC=C2